O[C@@H](CO)C1=CC=C(C=N1)NC(=O)[C@@H]1O[C@]([C@H]([C@H]1C1=CC=C(C=2OC(OC21)(F)F)OCC)C)(C(F)(F)F)C (2R,3S,4S,5R)-N-(6-((R)-1,2-dihydroxyethyl)pyridin-3-yl)-3-(7-ethoxy-2,2-difluorobenzo[d][1,3]dioxol-4-yl)-4,5-dimethyl-5-(trifluoromethyl)tetrahydrofuran-2-carboxamide